[Si](C)(C)(C(C)(C)C)OC=1C(=CC=C2C=CC=NC12)C(C1=C(C(=CC=C1)Cl)Cl)C=1C(=NC=CC1)N ((8-((tert-Butyldimethylsilyl)oxy)quinolin-7-yl)(2,3-dichlorophenyl)methyl)pyridin-2-amine